CN1C=NC=C1C=1CCN(CC1)C(=O)OCC1=CC=CC=C1 benzyl 4-(1-methyl-5-imidazolyl)-1,2,3,6-tetrahydro-1-pyridinecarboxylate